[Ni].C1(=CC=CC=C1)P(CCP(C1=CC=CC=C1)C1=CC=CC=C1)C1=CC=CC=C1 1,2-bis(diphenylphosphino)ethane nickel